FC(C(=O)NC1=CC=C(C=C1)NCC1=CC=C(C=C1)O)C(CCCC)F 2,3-Difluoro-N-(4-((4-hydroxybenzyl)amino)phenyl)heptanamid